N-[(1S)-5-[2-(2-aminopyridin-3-yl)-7-(methoxymethyl)-5-(pyrazol-1-yl)imidazo[4,5-b]pyridin-3-yl]-2,3-dihydro-1H-inden-1-yl]-3-(1,3-dioxolan-2-yl)-4-[(4-methoxyphenyl)methoxy]benzamide NC1=NC=CC=C1C1=NC=2C(=NC(=CC2COC)N2N=CC=C2)N1C=1C=C2CC[C@@H](C2=CC1)NC(C1=CC(=C(C=C1)OCC1=CC=C(C=C1)OC)C1OCCO1)=O